FC(C(=O)O)(F)F.N[C@@H]1C(NC2=C(OC1)C=CC=C2F)=O (S)-3-amino-6-fluoro-2,3-dihydrobenzo[b][1,4]oxazepin-4(5H)-one 2,2,2-trifluoroacetate